C(C)OC(=O)C=1C(=NC2=C(N=CC=C2C1)Cl)/N=C/NO (E)-8-chloro-2-(((hydroxyamino)methylene)amino)-1,7-naphthyridine-3-carboxylic acid ethyl ester